tert-butyl ((1r,4r)-4-(2-(6-(5-(2-(diisopropylcarbamoyl)-4-fluorophenoxy)pyrimidin-4-yl)-2,6-diazaspiro[3.3]heptan-2-yl)ethyl)cyclohexyl)carbamate C(C)(C)N(C(=O)C1=C(OC=2C(=NC=NC2)N2CC3(CN(C3)CCC3CCC(CC3)NC(OC(C)(C)C)=O)C2)C=CC(=C1)F)C(C)C